CCCCCCCCCCCCCCCC(=O)C(CC)(O)O palmitoyl-propanediol